di-tert-butyl (2R,4R)-4-((6-chloro-3,5-difluoropyridin-2-yl)methyl)-2-methylpiperidine-1,4-dicarboxylate ClC1=C(C=C(C(=N1)C[C@@]1(C[C@H](N(CC1)C(=O)OC(C)(C)C)C)C(=O)OC(C)(C)C)F)F